2-(((1r,4r)-4-(((3-fluorophenyl)(phenyl)carbamoyloxy)methyl)cyclohexyl)methoxy)acetic acid FC=1C=C(C=CC1)N(C(=O)OCC1CCC(CC1)COCC(=O)O)C1=CC=CC=C1